3-(difluoromethyl)-4,5-difluoroaniline FC(C=1C=C(N)C=C(C1F)F)F